(R)-3-((5-chloro-1H-indol-2-yl)methyl)-1-(1-(1-(methoxymethyl)cyclopropane-1-carbonyl)piperidin-3-yl)-1-methylurea ClC=1C=C2C=C(NC2=CC1)CNC(N(C)[C@H]1CN(CCC1)C(=O)C1(CC1)COC)=O